O=C1NC(CCC1NC1=CC(=C(C=C1)C1CCN(CC1)CCC1CCN(CC1)C(=O)O[C@@H]1CC[C@H](CC1)NC1=NC=C(C(=N1)C=1C=C(C=CC1)C1=CC=CC=C1)F)F)=O trans-4-((4-([1,1'-biphenyl]-3-yl)-5-fluoropyrimidin-2-yl)amino)cyclohexyl 4-(2-(4-(4-((2,6-dioxopiperidin-3-yl)amino)-2-fluorophenyl)piperidin-1-yl)ethyl)piperidine-1-carboxylate